1,1-dioxo-[1λ6-thiane-4-carbaldehyde] O=S1(CCC(CC1)C=O)=O